FC=1C(=CC2=C(N=C(S2)N)C1)F 5,6-difluoro-benzo[d]thiazol-2-amine